N-(2-(2-(4,4-difluoropiperidin-1-yl)-6-methylpyrimidin-4-yl)-2-hydroxyethyl)-4-iodo-2-(6-azaspiro[2.5]oct-6-yl)benzamide FC1(CCN(CC1)C1=NC(=CC(=N1)C(CNC(C1=C(C=C(C=C1)I)N1CCC2(CC2)CC1)=O)O)C)F